2-((5-(4-chlorobenzyl)-4-methylthiazol-2-yl)amino)-2-oxoethyl methylsulfamate CNS(OCC(=O)NC=1SC(=C(N1)C)CC1=CC=C(C=C1)Cl)(=O)=O